C(CCCCCCC)OS(=O)(=O)S(=O)(=O)OCCCCCCCC.[Sn] tin dioctyldithionate